(R)-(4-chlorophenyl-3-d)(3-(5,6-difluorobenzo[d]thiazol-2-yl)-8-methyl-5,6-dihydro-[1,2,4]triazolo[4,3-a]pyrazin-7(8H)-yl)methanone ClC1=C(C=C(C=C1)C(=O)N1[C@@H](C=2N(CC1)C(=NN2)C=2SC1=C(N2)C=C(C(=C1)F)F)C)[2H]